CS(=O)(=O)OCCN(C(CCC(=O)OC)=O)CCOS(=O)(=O)C Methyl 4-(bis(2-((methylsulfonyl) oxy) ethyl) amino)-4-oxobutanoate